6-fluorobenzo[b]thiophene-7-carbonitrile FC=1C=CC2=C(SC=C2)C1C#N